CN1C[C@@H](CC1=O)OC(=O)N1CCN(CC1)C1=NC=2N(C=C1)N=CC2C=2C(=NC=CC2)OC2CN(C2)C(=O)OC(C)(C)C [(3R)-1-methyl-5-oxo-pyrrolidin-3-yl]-4-[3-[2-(1-tert-butoxycarbonylazetidin-3-yl)oxy-3-pyridyl]pyrazolo[1,5-a]pyrimidin-5-yl]piperazine-1-carboxylate